E-3-trifluoromethyl-cinnamic acid FC(C=1C=C(/C=C/C(=O)O)C=CC1)(F)F